tert-Butyl 3-((2-(((tert-butoxycarbonyl)amino)methyl)thiazol-5-yl)thio)-5-(1-methyl-1H-pyrazol-4-yl)benzoate C(C)(C)(C)OC(=O)NCC=1SC(=CN1)SC=1C=C(C(=O)OC(C)(C)C)C=C(C1)C=1C=NN(C1)C